ClC1=NC=C(C(=N1)OC1=NC=2C=CC3=C(C2C=C1)C1=C(S3)C(NC(CN1C)C)=O)COCC 3-((2-Chloro-5-(ethoxymethyl)pyrimidin-4-yl)oxy)-10,12-dimethyl-9,10,11,12-tetrahydro-8H-[1,4]diazepino[5',6':4,5]thieno[3,2-f]quinolin-8-one